(S)-N-methyl-1-(2-bis(4-methoxyphenyl)phosphinophenyl)ethylamine CN[C@@H](C)C1=C(C=CC=C1)P(C1=CC=C(C=C1)OC)C1=CC=C(C=C1)OC